5-ethynyluracil C(#C)C=1C(NC(NC1)=O)=O